CC1(CCC(CC1)NC(=O)C=1C(N(C2=CC=C(C=C2C1)C1=CC=C(C=C1)OC)CCN1CCOCC1)=O)C N-(4,4-dimethylcyclohexyl)-6-(4-methoxyphenyl)-1-(2-morpholinoethyl)-2-oxo-1,2-dihydroquinoline-3-carboxamide